N(N)C=1N=NC2=C(NC=3C(=CC=CC23)C)N1 3-hydrazinyl-6-methyl-5H-[1,2,4]triazino[5,6-b]indole